carbazoloquinoline C1=CC=NC=2C3=C(C=CC12)C=1NC2=CC=CC=C2C1C=C3